(R or S)-tert-butyl 1-(2-(tosyloxy)ethyl)-6-azaspiro[2.5]octane-6-carboxylate S(=O)(=O)(C1=CC=C(C)C=C1)OCC[C@H]1CC12CCN(CC2)C(=O)OC(C)(C)C |o1:13|